C(=O)O.FC1=C(C(=CC=2C3=C(C(=NC12)NC(C)C)CCC3)OC)OCCCN3CCCC3 6-fluoro-8-methoxy-N-(propan-2-yl)-7-[3-(pyrrolidin-1-yl)propoxy]-1H,2H,3H-cyclopenta[c]quinolin-4-amine formate